N-(4-(1H-imidazol-1-yl)benzyl)-N-(3-methoxybenzyl)-4-((2-(3-methoxybenzyloxy)ethoxy)methyl)aniline N1(C=NC=C1)C1=CC=C(CN(C2=CC=C(C=C2)COCCOCC2=CC(=CC=C2)OC)CC2=CC(=CC=C2)OC)C=C1